3-Cyano-3-methylcyclobutyl (8-amino-7-fluoro-6-(8-methyl-2,3-dihydro-1H-pyrido[2,3-b][1,4]oxazin-7-yl)isoquinolin-3-yl)carbamate NC=1C(=C(C=C2C=C(N=CC12)NC(OC1CC(C1)(C)C#N)=O)C1=C(C2=C(OCCN2)N=C1)C)F